4-amino-2-(2H-1,2,3-triazol-2-yl)phenol NC1=CC(=C(C=C1)O)N1N=CC=N1